C([C@H]([C@@H]1C(=C(C(=O)O1)O)O)O)O D-(-)-Isoascorbic Acid